3-(1-(4-bromophenyl)-2-nitroethyl)-5-chloro-1H-indole BrC1=CC=C(C=C1)C(C[N+](=O)[O-])C1=CNC2=CC=C(C=C12)Cl